S(=O)(=O)(ON1C2CCCN(C1=O)C2)[O-] 7-oxo-1,6-diazabicyclo[3.2.1]octan-6-yl sulfate